FC1=CC=C(CNCC2N(CCCC2)C)C=C1 N-(4-fluorobenzyl)-1-(1-methylpiperidin-2-yl)methylamine